2-(1-(3,3-difluorocyclobutyl)-4-(4-fluorophenyl)-1H-imidazol-5-yl)-N-(5-(6-ethyl-3,6-diazabicyclo[3.1.1]heptan-3-yl)pyridin-2-yl)thiazole-4-carboxamide FC1(CC(C1)N1C=NC(=C1C=1SC=C(N1)C(=O)NC1=NC=C(C=C1)N1CC2N(C(C1)C2)CC)C2=CC=C(C=C2)F)F